tert-butyl ((5-fluoro-2-(2-fluoro-3-nitrophenyl)pyridin-3-yl)methyl)(methyl)carbamate FC=1C=C(C(=NC1)C1=C(C(=CC=C1)[N+](=O)[O-])F)CN(C(OC(C)(C)C)=O)C